C(C)C(C(C(=O)N)(CCN)CC)CCCCCCCCCCCCCCC diethyl-aminoethyl-stearamide